N1=C(C=NC=C1)CN1C=NC2=C1C=CC(=C2)N 1-(pyrazin-2-ylmethyl)benzo[d]imidazol-5-amine